FC=1C=C2C(=NC1)N(C=C2C2=NC(=CC(=N2)N[C@@H]2[C@H](C1CCC2CC1)C(=O)OCC)C=1OC=CC1)S(=O)(=O)C1=CC=C(C)C=C1 (2S,3S)-ethyl 3-((2-(5-fluoro-1-tosyl-1H-pyrrolo[2,3-b]pyridin-3-yl)-6-(furan-2-yl)pyrimidin-4-yl)amino)bicyclo[2.2.2]octane-2-carboxylate